N(=NC1=C(C=CC=C1)C#CC1=CC=CC=C1)C1=C(C=CC=C1)C#CC1=CC=CC=C1 azotolan